6-fluoro-N-((3S,4R)-3-fluoro-1-(oxetan-3-yl)piperidin-4-yl)-5-(1-((R)-2-fluoropropyl)-1H-benzo[d][1,2,3]triazol-6-yl)-4-methoxypyrrolo[2,1-f][1,2,4]triazin-2-amine FC=1C(=C2C(=NC(=NN2C1)N[C@H]1[C@H](CN(CC1)C1COC1)F)OC)C=1C=CC2=C(N(N=N2)C[C@@H](C)F)C1